CC1(NC(N(C1=O)NC(=O)C1=CC(=NN1C1=CC=CC=C1)C1=CC=CC=C1)=O)CCC1=CC=CC=C1 N-[4-methyl-2,5-dioxo-4-(2-phenylethyl)imidazolin-1-yl]-1,3-diphenyl-1H-pyrazol-5-yl-carboxamide